CSC=1N=C(C=2N=CN([C@H]3[C@H](O)[C@H](O)[C@@H](CO)O3)C2N1)NC(C(C(C)C)O)=O 2-methylthio-N6-(cis-hydroxyisovaleryl)adenosine